ClC1=CC2=C(N(C(N=C2N2[C@H](CN(CC2)C(C=C)=O)C)=O)C2=C(C=CC=C2)C(C)C)N=C1N1[C@H](CCCC1)C (M)-6-chloro-7-((2S)-2-methyl-1-piperidinyl)-4-((2S)-2-methyl-4-(2-propenoyl)-1-piperazinyl)-1-(2-(2-propanyl)phenyl)pyrido[2,3-d]pyrimidin-2(1H)-one